O=C[C@H](CC1=CC=CC=C1)NC(=O)C1=CC=CC2=C1NC(=N2)C2=CC=CC=C2 (S)-N-(1-OXO-3-PHENYLPROPAN-2-YL)-2-PHENYL-1H-BENZO[D]IMIDAZOLE-7-CARBOXAMIDE